Ethyl linoleate C(CCCCCCC\C=C/C\C=C/CCCCC)(=O)OCC